sodium (S-phenyl-N-((trifluoromethyl)sulfonyl)sulfinamide) C1(=CC=CC=C1)S(=O)NS(=O)(=O)C(F)(F)F.[Na]